OC(C)(C)C1=NC=CC(=C1)C1=C2C(=NC=C1)C=C(O2)C2=CC=C(C=C2)C(=O)N2CC(OCC2)C (4-(7-(2-(2-hydroxypropan-2-yl)pyridin-4-yl)furo[3,2-b]pyridin-2-yl)phenyl)(2-methylmorpholino)methanone